C(NC1=NC=C(C2=CC(=NC=C12)N)C=1OC2=C(N1)C=C(C=C2)N2CCOCC2)([2H])([2H])[2H] N1-(methyl-d3)-4-(5-morpholinobenzo[d]oxazol-2-yl)-2,7-naphthyridine-1,6-diamine